methyl 2-(4-isopropyl-7-((methylamino)methyl)-1-oxopyrrolo[1,2-d][1,2,4]triazin-2(1H)-yl)acetate C(C)(C)C1=NN(C(C=2N1C=C(C2)CNC)=O)CC(=O)OC